3-(4-(5-(4-((3-benzyl-9-methyl-4H,6H-thieno[2,3-e][1,2,4]triazolo[3,4-c][1,4]oxazepin-2-yl)ethynyl)-1H-pyrazol-1-yl)pentyl)-1-oxoisoindolin-2-yl)piperidine-2,6-dione C(C1=CC=CC=C1)C1=C(SC=2N3C(COCC21)=NN=C3C)C#CC=3C=NN(C3)CCCCCC3=C2CN(C(C2=CC=C3)=O)C3C(NC(CC3)=O)=O